tert-Butyl (S)-1-(chloromethyl)-5-((4-methylpiperazine-1-carbonyl)oxy)-1,2-dihydro-3H-benzo[e]indole-3-carboxylate ClC[C@@H]1CN(C=2C=C(C3=C(C12)C=CC=C3)OC(=O)N3CCN(CC3)C)C(=O)OC(C)(C)C